4-chloro-2-(methoxycarbonyl)phenylboronic acid ClC1=CC(=C(C=C1)B(O)O)C(=O)OC